N-(2,6-difluoro-3-(5-(2-methylpyrimidin-5-yl)-1H-pyrazolo[3,4-b]pyridine-3-carbonyl)phenyl)propane-1-sulfonamide FC1=C(C(=CC=C1C(=O)C1=NNC2=NC=C(C=C21)C=2C=NC(=NC2)C)F)NS(=O)(=O)CCC